8'-chloro-5'-[6-chloro-2-(1H-tetrazol-5-yl)phenoxy]-1'H-spiro[cyclopentane-1,4'-quinazolin]-2'(3'H)-one ClC=1C=CC(=C2C3(NC(NC12)=O)CCCC3)OC3=C(C=CC=C3Cl)C3=NN=NN3